The molecule is a macrolide antibiotic that was originally isolated from the culture broths of Streptomyces hygroscopicus var. ossamyceticus. It has a role as an antineoplastic agent and a bacterial metabolite. It is a macrolide antibiotic, a spiroketal, a cyclic hemiketal, a secondary alcohol, a tertiary alcohol and an organic heterotetracyclic compound. CC[C@H](C[C@H]1CCC[C@]2(O1)C[C@H]3[C@@H]([C@@H](O2)C[C@]4([C@@H](CC(O4)(C)C)/C=C/CCCCC[C@@]([C@@H]([C@H]([C@@H]([C@H]([C@@H]([C@](/C=C/C(=O)O3)(C)O)O)C)O)O[C@H]5CC[C@@H]([C@@H](O5)C)N(C)C)O)(C)O)O)C)O